tert-butyl (E)-(2-(2-(4-((2-(2,6-dioxopiperidin-3-yl)-1-oxoisoindolin-4-yl)diazenyl)phenoxy)acetamido)ethyl)carbamate O=C1NC(CCC1N1C(C2=CC=CC(=C2C1)/N=N/C1=CC=C(OCC(=O)NCCNC(OC(C)(C)C)=O)C=C1)=O)=O